O(C1=C2C(=CC=C1)C2)CC=2NC(NC2)=O 4-(Methanophenoxymethyl)1,3-dihydro-imidazol-2-one